O[C@@H](CCC)C1=NC=C(C(=N1)C)C1=NC=C2C=C(N=CC2=C1)NC(=O)C1CC1 N-(7-{2-[(1S)-1-hydroxybutyl]-4-methylpyrimidin-5-yl}-2,6-naphthyridin-3-yl)cyclopropanecarboxamide